2-[tert-butyl(dimethyl)silyl]oxy-N-[(1-methylpyrazol-4-yl)methyl]ethanamine [Si](C)(C)(C(C)(C)C)OCCNCC=1C=NN(C1)C